FC=1C=C(C=C(C1C(F)(F)F)N[C@@H](C)C1CC(C1)NC)C1=NNC(O1)=O 5-[3-Fluoro-5-({(1S)-1-[(1S,3R)-3-(methylamino)cyclobutyl]ethyl}amino)-4-(trifluoromethyl)phenyl]-1,3,4-oxadiazol-2(3H)-one